benzyl(2-((2R,3S,4S,5S)-3,4,5-trihydroxy-6-(4-methoxyphenoxy)tetrahydro-2H-pyran-2-yl)ethyl)phosphinic acid C(C1=CC=CC=C1)P(O)(=O)CC[C@H]1OC([C@H]([C@H]([C@@H]1O)O)O)OC1=CC=C(C=C1)OC